2-(4-azidophenoxy)ethane-1-amine hydrochloride Cl.N(=[N+]=[N-])C1=CC=C(OCCN)C=C1